FC=1C=CC=C2/C(/C(NC12)=O)=C/1\C(N(/C(/S1)=N/C1=CC=CC=C1)C1=CC=CC=C1)=O (Z)-5-((Z)-7-fluoro-2-oxoindoline-3-ylidene)-3-phenyl-2-(phenylimino)thiazolidin-4-one